N,N-diphenylguanidine C1(=CC=CC=C1)N(C(=N)N)C1=CC=CC=C1